N-({5-fluoro-6-[(1,3-thiazol-4-yl)methoxy]-2-indolyl}methyl)1-[(2H3)methyl]cyclopropanecarboxamide FC=1C=C2C=C(NC2=CC1OCC=1N=CSC1)CNC(=O)C1(CC1)C([2H])([2H])[2H]